[5-[4-hydroxy-3-[2-[[(1S,2S)-2-methylcyclohexyl]amino]-1,3-benzothiazol-7-yl]phenyl]-2-furyl]phosphonic acid OC1=C(C=C(C=C1)C1=CC=C(O1)P(O)(O)=O)C1=CC=CC=2N=C(SC21)N[C@@H]2[C@H](CCCC2)C